C(C1CO1)OC(C)CCCCCCCC sec-decyl glycidyl ether